CC1(OB(OC1(C)C)C1=CC=C(C=C1)N1C2=CC=CC=C2C=2C=C3C(=CC12)C=CC=C3)C 5-(4-(4,4,5,5-tetramethyl-1,3,2-dioxaborolan-2-yl)phenyl)-5H-benzo[b]carbazole